tert-butyl 4-(5-methylpyrazolo[1,5-a]pyrimidin-3-yl)-3-oxo-piperazine-1-carboxylate CC1=NC=2N(C=C1)N=CC2N2C(CN(CC2)C(=O)OC(C)(C)C)=O